Cl.F[C@H]1[C@@H]2CC[C@H](C[C@H]1NC(OCC1=CC=CC=C1)=O)N2 |r| rac-Benzyl N-[(1S,2S,3R,5R)-2-fluoro-8-azabicyclo[3.2.1]octan-3-yl]carbamate hydrochloride